OC=1N(N=C2CN(CCC21)C(=O)OCC2=CC=C(C=C2)[N+](=O)[O-])C2=NC=CC=C2 4-nitrobenzyl 3-hydroxy-2-(pyridin-2-yl)-2,4,5,7-tetrahydro-6H-pyrazolo[3,4-c]pyridine-6-carboxylate